2-[bis[(3-cyanophenyl)methyl]amino]-ethanehydroxamic acid C(#N)C=1C=C(C=CC1)CN(CC(=O)NO)CC1=CC(=CC=C1)C#N